3-(benzofuran-4-yl)-3-cyanocyclobutane-1-carboxylic acid O1C=CC2=C1C=CC=C2C2(CC(C2)C(=O)O)C#N